O1CC(CCC1)C1=C(C(=NC=C1)N)N (tetrahydro-2H-pyran-3-yl)pyridine-2,3-diamine